2-{2-Azaniumyl-6-[(4-nitrophenoxycarbonyl)amino]hexanamido}-6-({[(4-nitrophenyl)methoxy]carbonyl}amino)hexanoate [NH3+]C(C(=O)NC(C(=O)[O-])CCCCNC(=O)OCC1=CC=C(C=C1)[N+](=O)[O-])CCCCNC(=O)OC1=CC=C(C=C1)[N+](=O)[O-]